methyl (S)-2-((tert-butoxycarbonyl)amino)-3-((S)-5-(2-formylhydrazineyl)-3,4-dihydro-2H-pyrrol-4-yl)propanoate C(C)(C)(C)OC(=O)N[C@H](C(=O)OC)C[C@@H]1CCN=C1NNC=O